(1S,3S,4R)-3-amino-N-((S)-(3-chloro-2,6-difluorophenyl)(4-fluorobicyclo[2.2.1]heptan-1-yl)methyl)-4-hydroxycyclopentane-1-carboxamide HCl Cl.N[C@H]1C[C@@H](C[C@H]1O)C(=O)N[C@@H](C12CCC(CC1)(C2)F)C2=C(C(=CC=C2F)Cl)F